ClC=1N=C(N2C1C(=CC(=C2)S(=O)(=O)NC2(CC2)C#N)N2C[C@H](N(CC2)C(=O)C2(CC2)C)C)C=2SC(=NN2)C(F)F (R)-1-chloro-N-(1-cyanocyclopropyl)-3-(5-(difluoromethyl)-1,3,4-thiadiazol-2-yl)-8-(3-methyl-4-(1-methylcyclopropane-1-carbonyl)piperazin-1-yl)imidazo[1,5-a]pyridine-6-sulfonamide